C(C)(C)(C)OC(=O)N1C=C(C2=CC(=CC=C12)CC=C)NC(=O)OC(C)(C)C 5-allyl-3-((tert-butoxycarbonyl)amino)-1H-indole-1-carboxylic acid tert-butyl ester